[Zn].[Sn].[Li] lithium-tin-zinc